3-[2-fluoro-5-(1H-indazol-7-ylmethoxy)-4-methoxyphenyl]-2,4-dioxo-1H-thieno[3,4-d]pyrimidine-5-carboxylic acid FC1=C(C=C(C(=C1)OC)OCC=1C=CC=C2C=NNC12)N1C(NC=2C(C1=O)=C(SC2)C(=O)O)=O